O=C1NC(CCC1N1C(C2=CC=C(C=C2C1)N1CCC(CC1)CCN1CCN(CC1)C(=O)OCC1=CC=CC=C1)=O)=O Benzyl 4-(2-[1-[2-(2,6-dioxopiperidin-3-yl)-1-oxo-3H-isoindol-5-yl]piperidin-4-yl]ethyl)piperazine-1-carboxylate